P(=O)([O-])([O-])O.[Si](O)(O)(O)O.[Ca+2] Calcium silicate phosphate